CC1=CC=C(CN2C=NC=C2)C=C1 N-(4-methylbenzyl)imidazole